FC12CC(C1)(C2)CNC N-((3-fluorobicyclo[1.1.1]pentan-1-yl)methyl)methanamine